ethyl 2-(6-bromopyridin-2-yl)acetate BrC1=CC=CC(=N1)CC(=O)OCC